FC1(CC1)[C@@H](O)[C@@H]1N2C(C3=CC=CC=C13)=CN=C2 (s)-(1-fluorocyclopropyl)((R)-5H-imidazo[5,1-a]isoindol-5-yl)methanol